N(=[N+]=[N-])C1=C(C=C(C(=C1)F)OC)F 1-azido-2,5-difluoro-4-methoxybenzene